FC1=C(C(=CC=C1C=1C=NN(C1)CC=1C=NC=C(C1)F)O)N1CC(NS1(=O)=O)=O 5-(2-fluoro-3-(1-((5-fluoropyridin-3-yl)methyl)-1H-pyrazol-4-yl)-6-hydroxyphenyl)-1,2,5-thiadiazolidin-3-one 1,1-dioxide